4-(1-((5-methoxy-7-methyl-1H-indol-4-yl)methyl)-4-(3-(methylsulfonyl)azetidin-1-yl)piperidin-2-yl)benzoic acid COC=1C(=C2C=CNC2=C(C1)C)CN1C(CC(CC1)N1CC(C1)S(=O)(=O)C)C1=CC=C(C(=O)O)C=C1